N-(6-(4-(1H-imidazol-1-yl)piperidin-1-yl)-2,2-dimethyl-2,3-dihydrobenzofuran-5-yl)pyrazolo[1,5-a]pyrimidine-3-carboxamide N1(C=NC=C1)C1CCN(CC1)C1=CC2=C(CC(O2)(C)C)C=C1NC(=O)C=1C=NN2C1N=CC=C2